6-Chloro-3-ethyl-2-(hydroxy-diphenylmethyl)-pyrazolo[1,5-a]pyridine-5-carboxylic acid (1-ethyl-1H-pyrazol-4-yl)-amide C(C)N1N=CC(=C1)NC(=O)C1=CC=2N(C=C1Cl)N=C(C2CC)C(C2=CC=CC=C2)(C2=CC=CC=C2)O